(R)-5-(4-cyanophenyl)-2-((6-fluoro-2-methylpyridin-3-yl)oxy)-4-methyl-N-(3-(S-methylsulfonimidoyl)phenyl)nicotinamide C(#N)C1=CC=C(C=C1)C=1C=NC(=C(C(=O)NC2=CC(=CC=C2)[S@@](=O)(=N)C)C1C)OC=1C(=NC(=CC1)F)C